2-fluoro-N-[[5-(6-methyl-pyridin-2-yl)-4-([1,2,4]triazolo[1,5-a]pyridin-6-yl)-1H-imidazol-2-yl]methyl]aniline FC1=C(NCC=2NC(=C(N2)C=2C=CC=3N(C2)N=CN3)C3=NC(=CC=C3)C)C=CC=C1